BrC=1C(N(C(C1)=O)C1=C(C=CC=C1)O[C@H]1[C@H](OC(C)=O)[C@@H](OC(C)=O)[C@H](OC(C)=O)[C@H](O1)COC(C)=O)=O 3-bromo-1-((2,3,4,6-tetra-O-acetyl-β-D-glucopyranosyloxy)phenyl)-1H-pyrrole-2,5-dione